C1(=CC=CC2=CC=CC=C12)C(C(=O)N)CN1CCN(CC1)C1=CC=C(C=C1)[N+](=O)[O-] (naphthalen-1-yl)-3-[4-(4-nitrophenyl)piperazin-1-yl]propanamide